6-amino-N-{2-[(α-L-fucopyranosyl)oxy]ethyl}hexanamide NCCCCCC(=O)NCCO[C@H]1[C@@H](O)[C@H](O)[C@H](O)[C@@H](O1)C